NC[C@@H](C(=O)NC=1C=CC=C2C(=CNC12)C=1C(=NNC1)C)C1=CC=CC=C1 (2S)-3-amino-N-[3-(3-methyl-1H-pyrazol-4-yl)-1H-indol-7-yl]-2-phenyl-propanamide